(R)-3-Hydroxy-1-methyl-3-(3-(6-(2-(pyrazolo[1,5-a]pyridin-3-ylamino)pyrimidin-4-yl)pyridin-2-yl)isoxazol-5-yl)pyrrolidin-2-one O[C@@]1(C(N(CC1)C)=O)C1=CC(=NO1)C1=NC(=CC=C1)C1=NC(=NC=C1)NC=1C=NN2C1C=CC=C2